2-((cyclopropylmethyl)amino)-3,5-dihydro-4H-imidazol-4-one C1(CC1)CNC1=NCC(N1)=O